2-(2-chloro-4-methoxyphenyl)-5-methoxynicotinic acid methyl ester COC(C1=C(N=CC(=C1)OC)C1=C(C=C(C=C1)OC)Cl)=O